2-Chloro-4-((3S)-8-(4-(4-((4-(5-((2,6-dioxopiperidin-3-yl)amino)-2-fluorophenyl)piperazin-1-yl)methyl)piperidine-1-carbonyl)phenyl)-3-methyl-2,8-diazaspiro[4.5]dec-2-yl)benzonitrile ClC1=C(C#N)C=CC(=C1)N1CC2(C[C@@H]1C)CCN(CC2)C2=CC=C(C=C2)C(=O)N2CCC(CC2)CN2CCN(CC2)C2=C(C=CC(=C2)NC2C(NC(CC2)=O)=O)F